NC1=NC=C(C#N)C(=C1)SC1COCC1 6-amino-4-((tetrahydrofuran-3-yl)thio)nicotinonitrile